[[4-(4-Fluorophenyl)-5-(furan-2-yl)-4H-1,2,4-triazol-3-yl]sulfanyl]-N'-[(4-chlorophenyl)methylidene]acetohydrazide FC1=CC=C(C=C1)N1C(=NN=C1C=1OC=CC1)SCC(=O)NN=CC1=CC=C(C=C1)Cl